tert-butyl (1-(3-bromo-4-fluorophenyl)cyclopropyl)(methyl)carbamate BrC=1C=C(C=CC1F)C1(CC1)N(C(OC(C)(C)C)=O)C